cyclopropyl-7-(hydroxymethyl)-1H-1,5-naphthyridin-2-one C1(CC1)N1C(C=CC2=NC=C(C=C12)CO)=O